3-(5-(6-bromo-[1,2,4]triazolo[1,5-a]pyridin-8-yl)pyridin-2-yl)-6-((6-methoxypyridin-3-yl)methyl)-3,6-diazabicyclo[3.1.1]heptane BrC=1C=C(C=2N(C1)N=CN2)C=2C=CC(=NC2)N2CC1N(C(C2)C1)CC=1C=NC(=CC1)OC